ClC1=CC=C(C2=C1C=CO2)COC2=CC=CC(=N2)N2C=NN(CC2)CC2=NC1=C(N2C[C@H]2OCC2)C=C(C=C1)C(=O)O (S)-2-((4-(6-((4-chlorobenzofuran-7-yl)methoxy)pyridin-2-yl)-5,6-dihydro-1,2,4-triazin-1(4H)-yl)methyl)-1-(oxetane-2-ylmethyl)-1H-benzo[d]imidazole-6-carboxylic acid